1-phenyl-2-propenyl-benzene C1(=CC=CC=C1)C1=C(C=CC=C1)C=CC